O=C1OCCC2=C1N(C(=C2)C=O)S(=O)(=O)C2=CC=CC=C2 7-oxo-1-(phenylsulfonyl)-1,4,5,7-tetrahydropyrano[3,4-b]pyrrole-2-carbaldehyde